ClC1=CC=CN=N1 6-chloro-pyridazin